CC=1C=C(\C=N\NC2=C3N=CN(C3=NC(=N2)N2CCOCC2)CCC2=CC=CC=C2)C=CC1 (E)-4-(6-(2-(3-methylbenzylidene)hydrazinyl)-9-phenethyl-9H-purin-2-yl)morpholine